3-bis(diisopropylamino)phosphoryloxypropionitrile C(C)(C)N(P(=O)(N(C(C)C)C(C)C)OCCC#N)C(C)C